BrC=1C=C(C=CC1F)N\C(=N/O)\C1=NON=C1SCCCCO (Z)-N-(3-bromo-4-fluorophenyl)-N'-hydroxy-4-((4-hydroxybutyl)thio)-1,2,5-oxadiazole-3-carboximidamide